1-[4-([3-methyl-4-[(6-methylpyridin-3-yl)oxy]phenyl]amino)quinazolin-6-yl]-3-methylidenepyrrolidin-2-one CC=1C=C(C=CC1OC=1C=NC(=CC1)C)NC1=NC=NC2=CC=C(C=C12)N1C(C(CC1)=C)=O